C(C1=CC=CC=C1)OC(=O)N1C[C@@H]([C@H]([C@H](C1)O)O)NC(C)=O.N1=C2C(=CC=C1)CC(C2)NC2=NC=C(C=N2)C(=O)NN ((6,7-dihydro-5H-cyclopenta[b]pyridin-6-yl)amino)pyrimidine-5-carbohydrazide benzyl-(3S,4R,5S)-3-acetamido-4,5-dihydroxy-piperidine-1-carboxylate